BrC=1C=C(C=CC1)C=1C=CC=2N(N1)C=C(N2)C(=O)OCC ethyl 6-(3-bromophenyl)imidazo[1,2-b]pyridazine-2-carboxylate